6-(7,8-dihydro-5H-1,6-naphthyridin-6-yl)-N,5-dimethyl-pyridine-3-carboxamide N1=CC=CC=2CN(CCC12)C1=C(C=C(C=N1)C(=O)NC)C